C(CCCCCC)(=O)OCC(=O)NCC1=CC(=C(C=C1)O)OC 2-((4-hydroxy-3-methoxy-benzyl)amino)-2-oxoethyl heptanoate